2-(2,6-dioxopiperidin-3-yl)isoindoline-1,3-dione tetra-trifluoroacetate FC(C(=O)O)(F)F.FC(C(=O)O)(F)F.FC(C(=O)O)(F)F.FC(C(=O)O)(F)F.O=C1NC(CCC1N1C(C2=CC=CC=C2C1=O)=O)=O